2-{(1R,3aS,7aR,E)-7a-Methyl-1-[(R)-7,7,7-trifluoro-6-(methoxymethoxy)-6-(trifluoromethyl)heptan-2-yl]octahydro-4H-inden-4-ylidene}ethan-1-ol C[C@@]12CCC/C(/[C@@H]2CC[C@@H]1[C@H](C)CCCC(C(F)(F)F)(C(F)(F)F)OCOC)=C\CO